ClC1=C(C=CC(=C1)Cl)C=1OC(=C(N1)CCC(O)C1=CC(=C(C=C1)SCCO)C)C(C)C 3-(2-(2,4-dichlorophenyl)-5-isopropyloxazol-4-yl)-1-(4-((2-hydroxyethyl)thio)-3-methylphenyl)propan-1-ol